C(C)(=O)O[C@@H](CC)[C@@H]1[C@H]([C@H](C(O1)CC(=O)[O-])CC(=O)[O-])F (3S,4S,5R)-5-((S)-1-acetoxypropyl)-4-fluorotetrahydrofuran-2,3-diyldiacetate